CC1=C(C=CC=C1Cl)S(=O)(=O)N.[Na] sodium (2-methyl-3-chlorophenyl)sulfonamide